C[C@@H]1O[C@@H](CN([C@@H]1CNC1=NC=C(C=C1C)C(F)(F)F)C(=O)C1=NC(=CC=C1N1N=CC=N1)C)C ((2S,3R,6R)-2,6-Dimethyl-3-(((3-methyl-5-(trifluoromethyl)pyridin-2-yl)amino)methyl)morpholino)(6-methyl-3-(2H-1,2,3-triazol-2-yl)pyridin-2-yl)methanone